4-(5-(4-cyanophenyl)imidazo[2,1-b][1,3,4]thiadiazol-2-yl)-N-(5-hydroxypentyl)benzamide C(#N)C1=CC=C(C=C1)C1=CN=C2SC(=NN21)C2=CC=C(C(=O)NCCCCCO)C=C2